C(C)(=O)NCCC(=O)NCCC1=CN=CN1 3-acetamido-N-[2-(1H-imidazol-5-yl)ethyl]propionamide